N-(1-Adamantylmethyl)-4-[4-[4-(3-hydroxyphenyl)naphthalene-1-carbonyl]piperazin-1-yl]benzamide C12(CC3CC(CC(C1)C3)C2)CNC(C2=CC=C(C=C2)N2CCN(CC2)C(=O)C2=CC=C(C3=CC=CC=C23)C2=CC(=CC=C2)O)=O